C(CCCCC)N1CC=C(C=C1)C(=O)[O-] N-hexyl-4-picolinate